silyl-bis(cyclopentadienyl)zirconium [SiH3][Zr](C1C=CC=C1)C1C=CC=C1